BrCC(=O)C12COC(C1)(C2)CC 2-bromo-1-(1-ethyl-2-oxabicyclo[2.1.1]hex-4-yl)ethan-1-one